OC1=C(C=CC=C1)C1N(CCN(C1)C)C(=O)OC(C)(C)C tert-butyl 2-(2-hydroxyphenyl)-4-methylpiperazine-1-carboxylate